trimethoxysilyl methyl sulfide CS[Si](OC)(OC)OC